C(C)NC1=CC=C(C=C1)NCC Diethyl-p-Phenylendiamine